FC1(CN(C1)C(C(C)C1=C(C2=C(NC(=N2)[C@@H](NC(OC(C)(C)C)=O)C2CCC(CC2)(F)F)C=C1)F)=O)F tert-Butyl N-[(S)-{5-[2-(3,3-difluoroazetidin-1-yl)-1-methyl-2-oxoethyl]-4-fluoro-1H-benzimidazol-2-yl}(4,4-difluorocyclohexyl)methyl]carbamate